C1(CCCC1)NC=1C2=C(N=C(N1)NC1=C(C=C(C=C1)S(=O)(=O)C1CNCCO1)OC)NC=C2C(F)(F)F N4-cyclopentyl-N2-(2-methoxy-4-(morpholino-sulfonyl)phenyl)-5-(trifluoromethyl)-7H-pyrrolo[2,3-d]pyrimidine-2,4-diamine